2-(2-Ethyl-7-isopropyl-4-oxo-thieno[2,3-d]pyridazin-5-yl)-N-(5-fluoropyrimidin-2-yl)acetamide C(C)C1=CC2=C(C(=NN(C2=O)CC(=O)NC2=NC=C(C=N2)F)C(C)C)S1